C(C)OC1=CC(=NC=C1OC1=CC=C(C=C1)F)C(=O)O 4-ethoxy-5-(4-fluorophenoxy)picolinic acid